N-(pyrazin-2-yl)-2-((3-(1-(4-((trifluoromethyl)thio)phenyl)cyclopropyl)-1,2,4-oxadiazol-5-yl)methyl)acrylamide N1=C(C=NC=C1)NC(C(=C)CC1=NC(=NO1)C1(CC1)C1=CC=C(C=C1)SC(F)(F)F)=O